yttrium gadolinium europium borate B([O-])([O-])[O-].[Eu+3].[Gd+3].[Y+3].B([O-])([O-])[O-].B([O-])([O-])[O-]